(5-(4-((3-oxa-7-azabicyclo[3.3.1]non-7-yl)methyl)-1-methyl-1H-pyrrolo[2,3-b]pyridin-6-yl)-1-oxoisoindolin-2-yl)piperidine-2,6-dione C12COCC(CN(C1)CC1=C3C(=NC(=C1)C=1C=C4CN(C(C4=CC1)=O)N1C(CCCC1=O)=O)N(C=C3)C)C2